FC1=C(C=C(C=C1)C1=CC=C(C=C1)[C@H](C)NC1=NC=CC(=N1)NS(=O)(=O)C1=CC2=CC=CC=C2C=C1)C (S)-N-(2-((1-(4'-fluoro-3'-methyl-[1,1'-biphenyl]-4-yl)ethyl)amino)pyrimidin-4-yl)naphthalene-2-sulfonamide